Cl.CC1(CN(C(O1)=O)C=1C=C2C(=CC=NC2=CC1)C(=O)O)C 6-(5,5-Dimethyl-2-oxooxazolidin-3-yl)quinoline-4-carboxylic acid HCl